3β,15β-diacetoxy-17-(3-pyridyl)androsta-5,16-diene C(C)(=O)O[C@@H]1CC2=CC[C@H]3[C@@H]4[C@@H](C=C([C@@]4(C)CC[C@@H]3[C@]2(CC1)C)C=1C=NC=CC1)OC(C)=O